C(C)O/C=C/C(=O)NC(N[C@@H]1CC[C@H](CC1)CN([C@@H]1CC[C@H](CC1)NC(OC(C)(C)C)=O)CC)=O tert-butyl ((trans)-4-((((trans)-4-(3-((E)-3-ethoxyacryloyl)ureido)cyclohexyl)methyl) (ethyl)amino)cyclohexyl)carbamate